methyl-2-oxo-1-{2-[4-(trifluoromethyl)piperidin-1-yl]ethyl}-1,2-dihydropyridine-3-carboxylate COC(=O)C=1C(N(C=CC1)CCN1CCC(CC1)C(F)(F)F)=O